1-(3-((2-((2-ethyl-4-(hexahydropyrrolo[1,2-a]pyrazin-2(1H)-yl)phenyl)amino)-5-(trifluoromethyl)pyrimidin-4-yl)amino)propyl)pyrrolidin-2-one C(C)C1=C(C=CC(=C1)N1CC2N(CC1)CCC2)NC2=NC=C(C(=N2)NCCCN2C(CCC2)=O)C(F)(F)F